Tert-butyl N-[(2S)-4-carbamoyl-1-(4-methanesulfonylphenoxy)butan-2-yl]carbamate C(N)(=O)CC[C@@H](COC1=CC=C(C=C1)S(=O)(=O)C)NC(OC(C)(C)C)=O